BrC1=CC=C(C=C1)C(\C=C(\C(F)(F)F)/C1=CC=CC=C1)=O (E)-1-(4-bromophenyl)-4,4,4-trifluoro-3-phenyl-2-buten-1-one